CC1=C(C(=O)P([O-])([O-])=O)C(=CC(=C1)C)C.[Li+].C1=CC=CC=C1.[Li+] benzene Lithium 2,4,6-trimethylbenzoylphosphonate